C(C)(C)(C)OC(=O)N1C(CCCC1)C(C)(C)N (2-aminopropan-2-yl)piperidine-1-carboxylic acid tert-butyl ester